N-(5-((4-Chlorophenoxy)methyl)-1,3,4-thiadiazol-2-yl)-4-(2-fluoro-6-methoxyphenyl)-6-methylnicotinamide ClC1=CC=C(OCC2=NN=C(S2)NC(C2=CN=C(C=C2C2=C(C=CC=C2OC)F)C)=O)C=C1